trimethylolpropane tris(3-(2-methylaziridinyl)-propionate) CC1N(C1)CCC(=O)O.CC1N(C1)CCC(=O)O.CC1N(C1)CCC(=O)O.C(O)C(CC)(CO)CO